mercapto-benzimidazole SC=1NC2=C(N1)C=CC=C2